2-methyl-1-(4-(4-(4,4,5,5-tetramethyl-1,3,2-dioxaborolan-2-yl)phenyl)piperazin-1-yl)propan-2-ol CC(CN1CCN(CC1)C1=CC=C(C=C1)B1OC(C(O1)(C)C)(C)C)(C)O